ClC1=CC(=C2C(=N1)N(C=C2)C2CC2)CN2CCCC2 6-chloro-1-cyclopropyl-4-(pyrrolidin-1-ylmethyl)-1H-pyrrolo[2,3-b]pyridine